1-(6-bromo-2,3-difluorophenyl)-4-((tert-butyldimethylsilyl)oxy)piperidine BrC1=CC=C(C(=C1N1CCC(CC1)O[Si](C)(C)C(C)(C)C)F)F